iridium dithienylpyridine S1C(=CC=C1)C=1C(=NC=CC1)C=1SC=CC1.[Ir]